(S)-tert-butyl 2-(hydroxymethyl)-4-(4-(trifluoromethyl) phenyl)-2,5-dihydro-1H-pyrrole-1-carboxylate OC[C@H]1N(CC(=C1)C1=CC=C(C=C1)C(F)(F)F)C(=O)OC(C)(C)C